(R)-1-(6-((4-(6-(5-(2-(2,4-difluorophenyl)pyrrolidin-1-yl)pyrazolo[1,5-a]pyrimidin-3-yl)pyridin-2-yl)piperazin-1-yl)methyl)pyridin-3-yl)dihydropyrimidine-2,4(1H,3H)-dione FC1=C(C=CC(=C1)F)[C@@H]1N(CCC1)C1=NC=2N(C=C1)N=CC2C2=CC=CC(=N2)N2CCN(CC2)CC2=CC=C(C=N2)N2C(NC(CC2)=O)=O